N1N=NC(=C1)C1=NC(=NC=C1C(F)(F)F)N 4-(1H-1,2,3-triazol-4-yl)-5-(trifluoromethyl)pyrimidin-2-amine